2-Cyanoethyl 2-(5-(1-(3,5-dichloropyridin-4-yl)ethoxy)-1H-indazol-3-yl)-4,6-Dihydropyrrolo[3,4-d]imidazole-5(1H)-carboxylate ClC=1C=NC=C(C1C(C)OC=1C=C2C(=NNC2=CC1)C1=NC2=C(N1)CN(C2)C(=O)OCCC#N)Cl